methyl (S)-2-((S)-2-((tert-butoxycarbonyl)amino)-3-methylbutanamido)-5-ureidopentanoate C(C)(C)(C)OC(=O)N[C@H](C(=O)N[C@H](C(=O)OC)CCCNC(=O)N)C(C)C